COC=1CC(CCN1)C1=C(C#N)C=CC=C1 (6-methoxy-2,3,4,5-tetrahydropyridin-4-yl)benzonitrile